ClC=1C=CC(=C(C1)C1=CC(=C(N=N1)OCC(F)F)NC1=CC(=NC=C1)NC(OC(C)(C)C)=O)F tert-butyl N-(4-{[6-(5-chloro-2-fluorophenyl)-3-(2,2-difluoroethoxy)pyridazin-4-yl]amino}pyridin-2-yl)carbamate